4-(1-isopropylpiperidin-4-yl)-5,11-dihydro-4H-3,4,10,11-tetraazadibenzo[cd,h]azulene C(C)(C)N1CCC(CC1)N1CC2=C3C(C=CC3=C3C(C=C2)=CC=NN3)=N1